Methyl 6-(3-(2,2-difluoroethyl)-3-methylazetidin-1-yl)quinoline-4-carboxylate FC(CC1(CN(C1)C=1C=C2C(=CC=NC2=CC1)C(=O)OC)C)F